CC=1C(=NOC1C)N 4,5-Dimethyl-1,2-oxazol-3-amine